N-(3-(3-((4-methyl-4H-1,2,4-triazol-3-yl)methyl)oxetan-3-yl)phenyl)-2-oxo-5-(piperidin-1-ylmethyl)-1-(2,2,2-trifluoroethyl)-1,2-dihydropyridine-3-carboxamide CN1C(=NN=C1)CC1(COC1)C=1C=C(C=CC1)NC(=O)C=1C(N(C=C(C1)CN1CCCCC1)CC(F)(F)F)=O